N-(trans-4-(4-Amino-3-bromo-1H-pyrazolo[3,4-d]pyrimidin-1-yl)cyclohexyl)cyclopropanecarboxamide NC1=C2C(=NC=N1)N(N=C2Br)[C@@H]2CC[C@H](CC2)NC(=O)C2CC2